(R)-N-(3-(2-((2-fluoro-3-(methylsulfonyl)phenyl)amino)-5-methylpyrimidin-4-yl)-1H-indol-7-yl)-3-methoxy-2-((3s,5s)-3,4,5-trimethylpiperazin-1-yl)propionamide FC1=C(C=CC=C1S(=O)(=O)C)NC1=NC=C(C(=N1)C1=CNC2=C(C=CC=C12)NC([C@@H](COC)N1C[C@@H](N([C@H](C1)C)C)C)=O)C